tert-butyl-3-((2-chloro-5-(trifluoromethyl)pyrimidin-4-yl)amino)benzenesulfonamide Tert-butyl-5-(5-fluoro-2-(trifluoromethyl)pyridin-3-yl)isoindoline-2-carboxylate C(C)(C)(C)OC(=O)N1CC2=CC=C(C=C2C1)C=1C(=NC=C(C1)F)C(F)(F)F.C(C)(C)(C)C1=C(C=CC=C1NC1=NC(=NC=C1C(F)(F)F)Cl)S(=O)(=O)N